FC(C(=O)[O-])(F)F.C[NH3+] methanaminium 2,2,2-trifluoroacetate